Methyl-3-(allyloxy)-5-hydroxy-4-iodobenzoate COC(C1=CC(=C(C(=C1)O)I)OCC=C)=O